1,17-dibromo-3,6,9,12,15-pentaoxoheptadecane BrCCC(CCC(CCC(CCC(CCC(CCBr)=O)=O)=O)=O)=O